[Si](C)(C)(C(C)(C)C)OCCO 2-((tert-butyldimethylsilyl)oxy)ethane-1-ol